trimesonitrile C(C1=CC(C#N)=CC(C#N)=C1)#N